3-{2-[(6-cyano-5-methylpyridin-3-yl)oxy]acetamido}bicyclo[1.1.1]pentan C(#N)C1=C(C=C(C=N1)OCC(=O)NC12CC(C1)C2)C